6-(4-(trifluoromethyl)phenyl)pyrimidin-4-amine FC(C1=CC=C(C=C1)C1=CC(=NC=N1)N)(F)F